FC1C(C2=C(N(N=C2)CC2=CC=C(C=C2)OC)C1)=O 5-fluoro-1-[(4-methoxyphenyl)methyl]-5,6-dihydrocyclopenta[c]pyrazol-4-one